ClC=1C=C(C=CC1)S(=O)(=O)N1CCNCC1 1-((3-chlorophenyl)sulfonyl)piperazine